4-[3-[1-(2,6-dioxopiperidin-3-yl)-3-methyl-2-oxo-benzoimidazol-4-yl]prop-2-ynyloxy]piperidine-1-carboxylic acid tert-butyl ester C(C)(C)(C)OC(=O)N1CCC(CC1)OCC#CC1=CC=CC=2N(C(N(C21)C)=O)C2C(NC(CC2)=O)=O